3-(((4,4-bis(((Z)-oct-5-en-1-yl)oxy)butanoyl)oxy)methyl)-5-((((2-(pyrrolidin-3-yl)ethyl)carbamoyl)oxy)methyl)benzyl (9Z,12Z)-octadeca-9,12-dienoate C(CCCCCCC\C=C/C\C=C/CCCCC)(=O)OCC1=CC(=CC(=C1)COC(NCCC1CNCC1)=O)COC(CCC(OCCCC\C=C/CC)OCCCC\C=C/CC)=O